11-(5-chloro-2,4-difluorophenyl)-3-methoxy-10-(trifluoromethyl)-3,4-dihydro-2H,6H-[1,4]thiazepino[2,3,4-ij]quinazoline-6,8(7H)-dione ClC=1C(=CC(=C(C1)C1=C(C=C2C(NC(N3C2=C1SCC(C3)OC)=O)=O)C(F)(F)F)F)F